(3-chloropropyl)dimethylamine hydrochloride Cl.ClCCCN(C)C